COC(=O)C1=C(C=NC=C1)NCC1CCOC2=C1C=CC(=C2)C#CC(C)C 3-({[7-(3-methylbut-1-yn-1-yl)-3,4-dihydro-2H-1-benzopyran-4-yl]methyl}amino)pyridine-4-carboxylic acid methyl ester